2-(methylsulfanyl)-7-phenoxy-5-[2-(triisopropylsilyl)ethynyl]pyrido[2,3-d]pyrimidine CSC=1N=CC2=C(N1)N=C(C=C2C#C[Si](C(C)C)(C(C)C)C(C)C)OC2=CC=CC=C2